C(C)(C)(C)OC(=O)N1CC(CC1)C(C(=O)OC(C)(C)C)CC1=CC(=CC=C1)C=O tert-butyl-3-[2-tert-butoxy-1-[(3-formylphenyl)methyl]-2-oxo-ethyl]pyrrolidine-1-carboxylate